Tert-butyl ((1r,4r)-4-(4-hydroxyphenoxy)cyclohexyl)carbamate OC1=CC=C(OC2CCC(CC2)NC(OC(C)(C)C)=O)C=C1